Natrium (S)-3-(3-(1,5-Dimethyl-4-oxido-2-oxo-1,2-dihydropyridin-3-yl)ureido)-3-(4'-fluoro-3'-methylbiphenyl-3-yl)propanoat CN1C(C(=C(C(=C1)C)[O-])NC(N[C@@H](CC(=O)[O-])C=1C=C(C=CC1)C1=CC(=C(C=C1)F)C)=O)=O.[Na+].[Na+]